di-tertiary butyl malonate C(CC(=O)OC(C)(C)C)(=O)OC(C)(C)C